N-((R)-1-(3-(1,1-difluoroethyl)-2-fluorophenyl)ethyl)-4-(((1R,5S,6s)-3-methyl-3-azabicyclo[3.1.0]hexan-6-yl)amino)-6-oxo-1-((S)-spiro[2.2]pentan-1-yl)-1,6-dihydropyridine-3-carboxamide FC(C)(F)C=1C(=C(C=CC1)[C@@H](C)NC(=O)C1=CN(C(C=C1NC1[C@@H]2CN(C[C@H]12)C)=O)[C@H]1CC12CC2)F